4-(6-((3S,4S)-3-azido-4-hydroxypyrrolidin-1-yl)pyridin-3-yl)-6-ethoxypyrazolo[1,5-a]pyridine-3-carbonitrile N(=[N+]=[N-])[C@H]1CN(C[C@@H]1O)C1=CC=C(C=N1)C=1C=2N(C=C(C1)OCC)N=CC2C#N